Cl.C(=O)C1=C(C=C2CCCN(C2=N1)C(=O)N)CN1C(CN(CC1)C)=O 7-formyl-6-((4-methyl-2-oxopiperazin-1-yl)methyl)-3,4-dihydro-1,8-naphthyridine-1(2H)-carboxamide hydrochloride